(4S)-4-[[2-chloro-3-[(7R)-3-(3,5-difluorophenyl)-2,7-dimethyl-5,7-dihydro-4H-pyrazolo[3,4-c]pyridine-6-carbonyl]-5-fluoro-phenoxy]methyl]imidazolidin-2-one ClC1=C(OC[C@H]2NC(NC2)=O)C=C(C=C1C(=O)N1[C@@H](C=2C(CC1)=C(N(N2)C)C2=CC(=CC(=C2)F)F)C)F